ClC=1C2=C(N=C(N1)CC)SC(=C2)C 4-chloro-2-ethyl-6-methylthieno[2,3-d]pyrimidine